C1(CCC1)C#CC=1C=C(OC2=C(N=NN2)C(=O)O)C=CC1 5-(3-(2-cyclobutylethynyl)phenoxy)-1H-1,2,3-triazole-4-carboxylic acid